C(C)(C)(C)OC(CC1CCNCC1)=O 2-(piperidin-4-yl)acetic acid tert-butyl ester